((2-(6,6-difluorohexyl)-5,6-dimethoxy-3-methyl-1,4-phenylene)bis(oxy))bis(tetrahydro-2H-pyran) FC(CCCCCC1=C(C(=C(C(=C1C)OC1OCCCC1)OC)OC)OC1OCCCC1)F